C(C)N1C[C@@H](CCC1)NC1=NN=C(C(N1C)=O)C1=C(C=C(C=C1)C(F)(F)F)O 3-[[(3R)-1-ethyl-3-piperidinyl]amino]-6-[2-hydroxy-4-(trifluoromethyl)phenyl]-4-methyl-1,2,4-triazin-5-one